(12R)-20-Amino-18-methyl-6-(trifluoromethyl)-22-oxa-3,4,16,21-tetraazatetracyclo[15.3.1.12,5.012,16]docosa-1(21),2,4,17,19-pentaen-6-ol NC1=CC(=C2N3CCC[C@H]3CCCCCC(C3=NN=C(C1=N2)O3)(O)C(F)(F)F)C